(2r,4s)-(trans)-4-(3-(furan-2-yl)phenyl)-N,N-dimethyl-1,2,3,4-tetrahydronaphthalen-2-amine O1C(=CC=C1)C=1C=C(C=CC1)[C@@H]1C[C@H](CC2=CC=CC=C12)N(C)C